C(#N)C=1C=CC(=C2C=CC=NC12)N1C[C@@]2(C[C@@]2(C1)C(F)(F)F)C(=O)N[C@@H]1C[C@H](C1)N1CCOCC1 |o1:14,16| (1S,5R) or (1R,5S)-3-(8-cyanoquinolin-5-yl)-N-(trans-3-morpholinocyclobutyl)-5-(trifluoromethyl)-3-Azabicyclo[3.1.0]hexane-1-carboxamide